C1N(CCC2=CC=CC=C12)C[C@H](CN1C(C2=C(CCC1)C=C(C=C2)OCC)=O)O 2-[(2R)-3-(3,4-dihydro-1H-isoquinolin-2-yl)-2-hydroxy-propyl]-7-ethoxy-4,5-dihydro-3H-2-benzazepin-1-one